3,4-difluoro-N-[(1s,4s)-4-{[2-(trifluoromethyl)quinolin-4-yl]amino}cyclohexyl]benzamide FC=1C=C(C(=O)NC2CCC(CC2)NC2=CC(=NC3=CC=CC=C23)C(F)(F)F)C=CC1F